(E)-4-(cyclooctyloxy)-4-oxobut-2-enoic acid C1(CCCCCCC1)OC(/C=C/C(=O)O)=O